2-[(5-bromo-2-fluoro-phenoxy)methyl]-5-ethoxy-1,3,4-thiadiazole BrC=1C=CC(=C(OCC=2SC(=NN2)OCC)C1)F